O1C(=NC2=C1C=CC=C2)CCNC(=O)C2(CC1=CC=CC=C1C2)CC(=O)O 2-[2-[2-(1,3-benzoxazol-2-yl)ethylcarbamoyl]indan-2-yl]acetic acid